bis-(4-aminophenyl)-N-methylamine NC1=CC=C(C=C1)N(C)C1=CC=C(C=C1)N